(3,5-difluoropyridin-4-yl-methyl)-6-methyl-8,10-dioxo-1,2,3,5,6,8,10,13a-octahydrocyclopenta[b][1,3]oxazolo[3,2-a]pyrido[1,2-d]pyrazine-11-carboxamide FC=1C=NC=C(C1CC1CCC23N(C(C=4N(C21)C=C(C(C4)=O)C(=O)N)=O)C(CO3)C)F